(6-Fluoro-4-(1,4-dioxa-8-azaspiro[4.5]decan-8-yl)quinolin-3-yl)(4-(pyrrolidin-1-ylsulfonyl)piperazin-1-yl)methanone FC=1C=C2C(=C(C=NC2=CC1)C(=O)N1CCN(CC1)S(=O)(=O)N1CCCC1)N1CCC2(OCCO2)CC1